NC1=C2C(=NC=N1)N(N=C2C2=CC=C(C=C2)OC2=CC=CC=C2)[C@H]2CN(CCC2)CC=2C(=C1C(N(C(C1=CC2)=O)C2C(NC(CC2)=O)=O)=O)F 5-(((R)-3-(4-amino-3-(4-phenoxyphenyl)-1H-pyrazolo[3,4-d]pyrimidin-1-yl)piperidin-1-yl)methyl)-2-(2,6-dioxopiperidin-3-yl)-4-fluoroisoindoline-1,3-dione